6-methylamino-1-naphthol CNC=1C=C2C=CC=C(C2=CC1)O